(1r,4r)-4-(((4-(((E)-2-(aminomethyl)-3-fluoroallyl)oxy)phenyl)sulfonyl)methyl)cyclohexan-1-ol tert-Butyl-(3-(4-(2-bromophenyl)-1H-pyrazol-1-yl)propyl)carbamate C(C)(C)(C)N(C(=O)OC1CCC(CC1)CS(=O)(=O)C1=CC=C(C=C1)OC\C(=C\F)\CN)CCCN1N=CC(=C1)C1=C(C=CC=C1)Br